4-((1H-pyrazol-1-yl)methyl)-3-methoxy-N-((5-methoxy-2,3-dihydro-1H-inden-4-yl)sulfonyl)benzamide N1(N=CC=C1)CC1=C(C=C(C(=O)NS(=O)(=O)C2=C3CCCC3=CC=C2OC)C=C1)OC